(2-{4-[4-fluoro-2-(4-methyl-1,2,4-triazol-3-yl)phenyl]Pyridin-2-yl}-7-(trifluoromethyl)-1,3-benzooxazol-5-yl)methanol FC1=CC(=C(C=C1)C1=CC(=NC=C1)C=1OC2=C(N1)C=C(C=C2C(F)(F)F)CO)C2=NN=CN2C